OC1=C(C=CC(=C1)OCCC(=O)OCC)C1=NC(=NC(=N1)C1=C(C=C(C=C1)OCCC(=O)OCC)O)C1=C(C=C(C=C1)OCCC(=O)OCC)O 2,4,6-tris(2-hydroxy-4-ethoxycarbonylethoxyphenyl)-1,3,5-triazine